tert-butyl 3-(3,4-dichlorophenyl)-3-hydroxy-piperidine-1-carboxylate ClC=1C=C(C=CC1Cl)C1(CN(CCC1)C(=O)OC(C)(C)C)O